CSC=1N=NC(=CN1)CNC(=O)C1CCN(CC1)C(=O)OC(C)(C)C tert-butyl 4-({[3-(methylsulfanyl)-1,2,4-triazin-6-yl]methyl}carbamoyl)piperidine-1-carboxylate